BrC1=CC=C(C2=C1C(CO2)NC(OC(C)(C)C)=O)Cl tert-butyl (4-bromo-7-chloro-2,3-dihydrobenzofuran-3-yl)carbamate